1-bromo-3,4-dichloro-2-methyl-5-nitrobenzene BrC1=C(C(=C(C(=C1)[N+](=O)[O-])Cl)Cl)C